Methyl (5-(((6-(3-(trifluoromethyl)-5,6-dihydro-[1,2,4]triazolo[4,3-a]pyrazin-7(8H)-yl)pyridazin-3-yl)methyl)amino)isoquinolin-1-yl)carbamate FC(C1=NN=C2N1CCN(C2)C2=CC=C(N=N2)CNC2=C1C=CN=C(C1=CC=C2)NC(OC)=O)(F)F